FC1=C(C=CC(=C1)CN1CCOCC1)C=1C=C(C(NC1C(F)(F)F)=O)C(=O)N 5-(2-fluoro-4-(morpholinomethyl)phenyl)-2-oxo-6-(trifluoromethyl)-1,2-dihydropyridine-3-carboxamide